4-fluoro-1-[3-(6-oxo-1,6-dihydropyridazin-3-yl)propanoyl]-N-{phenyl[4-(propan-2-yl)phenyl]methyl}pyrrolidine-2-carboxamide FC1CC(N(C1)C(CCC1=NNC(C=C1)=O)=O)C(=O)NC(C1=CC=C(C=C1)C(C)C)C1=CC=CC=C1